3-((1S,2R)-2-aminocyclopentyl)propanoic acid N[C@H]1[C@@H](CCC1)CCC(=O)O